C(CC1=C2C(C(=O)N(C2=O)Br)=C(C(=C1Br)Br)Br)C1=C2C(C(=O)N(C2=O)Br)=C(C(=C1Br)Br)Br ethylenebis-(tetrabromophthalimide)